C1CCC2=C(C=3CCCC3C=C12)NC(=O)N=S(=O)(N)C=1C=NN2C1OC(C2)COC N'-((1,2,3,5,6,7-hexahydro-s-indacen-4-yl)carbamoyl)-2-(methoxymethyl)-2,3-dihydropyrazolo[5,1-b]oxazole-7-sulfonimidamide